N-(3-(piperidin-1-yl)propyl)-2-(4-(pyrrolidin-2-yl)phenyl)benzo[d]imidazo[2,1-b]thiazole-7-carboxamide N1(CCCCC1)CCCNC(=O)C1=CC2=C(N3C(S2)=NC(=C3)C3=CC=C(C=C3)C3NCCC3)C=C1